CN1C=[NH+]C=C1 N-methyl-imidazolium